BrC=1C=NC=CC1CN1C(CC(C1)C1=CC(=C(C(=C1)F)F)F)=O 1-[(3-bromo-4-pyridyl)methyl]-4-(3,4,5-trifluorophenyl)pyrrolidin-2-one